4-[1-(oxan-2-yl)-3-(1,2,3,4-tetrahydro-1,5-naphthyridin-1-yl)-1H-pyrazolo[3,4-b]pyrazin-6-yl]-1',3'-dihydrospiro[cyclohexane-1,2'-inden]-3'-one O1C(CCCC1)N1N=C(C=2C1=NC(=CN2)C2CCC1(CC3=CC=CC=C3C1=O)CC2)N2CCCC1=NC=CC=C21